CC(C(=O)NC1C(CN(CC1)C(=O)OC(C)(C)C)CC)(COC1=NC=CC=C1C(F)(F)F)C tert-butyl 4-(2,2-dimethyl-3-((3-(trifluoromethyl) pyridin-2-yl) oxy) propanamido)-3-ethylpiperidine-1-carboxylate